C(#N)C1CCN(CC1)C1=C2C=C(N=CC2=CC=N1)NC1=CC=C(C(=O)NC2C(SCC2)=O)C=C1 4-((5-(4-cyanopiperidin-1-yl)-2,6-naphthyridin-3-yl)amino)-N-(2-oxotetrahydrothiophen-3-yl)benzamide